9-Mesityl-10-methylacridinium C1(=C(C(=CC(=C1)C)C)C=1C2=CC=CC=C2[N+](=C2C=CC=CC12)C)C